4-((3,5-bis(trifluoromethyl)benzyl)oxy)quinoline FC(C=1C=C(COC2=CC=NC3=CC=CC=C23)C=C(C1)C(F)(F)F)(F)F